3-fluoro-6-[1-(1-methylazetidin-3-yl)pyrazol-4-yl]-8-[(2R)-2-(trifluoromethyl)azetidin-1-yl]imidazo[1,2-a]pyrazine FC1=CN=C2N1C=C(N=C2N2[C@H](CC2)C(F)(F)F)C=2C=NN(C2)C2CN(C2)C